Cl.CC1(CNCC1)C 3,3-Dimethylpyrrolidine hydrochloride